(+)-1-(1-(3-amino-4-fluorophenyl)-3-cyclopropyl-propyl)pyridin-2(1H)-one NC=1C=C(C=CC1F)C(CCC1CC1)N1C(C=CC=C1)=O